phenyl 4-(4-{4-[(E)-{[(S)-tert-butylsulfinyl]imino}methyl]phenyl}tetrahydro-2H-pyran-4-yl)piperazine-1-carboxylate C(C)(C)(C)[S@](=O)\N=C\C1=CC=C(C=C1)C1(CCOCC1)N1CCN(CC1)C(=O)OC1=CC=CC=C1